(R)-2-Methylmorpholine C[C@@H]1CNCCO1